Cl.N1CCC(CC1)(CO)CO piperidine-4,4-diyldimethanol hydrochloride